[C@@H]12CNC[C@H]2C1 (1R,5S,6r)-3-azabicyclo[3.1.0]hexan